3-(4-(phenylthio)phenyl)-5-methyl-pyrazol-4-ol C1(=CC=CC=C1)SC1=CC=C(C=C1)C1=NNC(=C1O)C